ClC1=C(C=C2C=C(N=CC2=C1)NC(=O)C1C(C1C1OCCCC1)(C)C)N1CCN(CC1)C1(COCC1O)C N-[7-chloro-6-[4-(4-hydroxy-3-methyl-tetrahydrofuran-3-yl)piperazin-1-yl]-3-isoquinolyl]-2,2-dimethyl-3-tetrahydropyran-2-yl-cyclopropanecarboxamide